N-(4-(1H-imidazol-5-yl)phenyl)-2-((3-(2,6-dioxopiperidin-3-yl)-1-methyl-1H-indazol-6-yl)oxy)acetamide N1C=NC=C1C1=CC=C(C=C1)NC(COC1=CC=C2C(=NN(C2=C1)C)C1C(NC(CC1)=O)=O)=O